3-((3-bromopyridin-2-yl)methyl)-2-(3-(1-(4-methoxybenzyl)-1H-1,2,3-triazol-5-yl)prop-2-yn-1-yl)isoindolin-1-one BrC=1C(=NC=CC1)CC1N(C(C2=CC=CC=C12)=O)CC#CC1=CN=NN1CC1=CC=C(C=C1)OC